COC1=C(CNC=2SC(=CN2)Cl)C=CC(=C1)OC N-(2,4-dimethoxybenzyl)-5-chlorothiazol-2-amine